C(C1=CC=CC=C1)N1C=C(C=2C(N(C=C(C21)C)C)=O)C(=O)N[C@@H]2CC[C@H](CC2)OCCCC 1-benzyl-N-(trans-4-butoxycyclohexyl)-5,7-dimethyl-4-oxo-4,5-dihydro-1H-pyrrolo[3,2-c]pyridine-3-carboxamide